BrC1=CC(N(C2=CC=CC=C12)C(F)F)=O 4-bromo-1-(difluoromethyl)quinolin-2-one